C(CCCCCCCCCCCCCCC)N(CCCN(C)C)C N1-hexadecyl-N1,N3,N3-trimethylpropane-1,3-diamine